C1(CC1)C1=NC(=NO1)C1(CCCC1)NC(C(=O)C1=C(C(=C(N1C)C)C(=O)NC1=CC(=C(C=C1)F)C)C)=O 5-(2-((1-(5-cyclopropyl-1,2,4-oxadiazol-3-yl)cyclopentyl)amino)-2-oxoacetyl)-N-(4-fluoro-3-methylphenyl)-1,2,4-trimethyl-1H-pyrrole-3-carboxamide